2-(4-chloro-2-(trifluoromethyl)benzyl)-1-(2-hydroxyethyl)-1H-indole-5-carboxylic acid methyl ester COC(=O)C=1C=C2C=C(N(C2=CC1)CCO)CC1=C(C=C(C=C1)Cl)C(F)(F)F